ethyl benzo[1,2-b][1,4]oxazepine-2-carboxylate O1C2=C(N=CC=C1C(=O)OCC)C=CC=C2